(3S)-3-amino-N-cyclopropyl-4-((R)-5,5-dimethyl-2-oxopyrrolidin-3-yl)-2-hydroxybutyramide N[C@H](C(C(=O)NC1CC1)O)C[C@H]1C(NC(C1)(C)C)=O